(+-)-3-(2-chloro-5-nitrophenyl)-1,4-oxazepan ClC1=C(C=C(C=C1)[N+](=O)[O-])[C@@H]1COCCCN1 |r|